N'-(2-chloro-5-fluoro-phenyl)-4-[[(2,2-dimethyl-4-piperidyl)methyl]amino]-6-(6-methoxy-4-methyl-3-pyridyl)pyrrolo[1,2-b]pyridazine-3-carboxamidine ClC1=C(C=C(C=C1)F)N=C(N)C1=C(C=2N(N=C1)C=C(C2)C=2C=NC(=CC2C)OC)NCC2CC(NCC2)(C)C